BrC=1C=C(C(=NC1)OC1CN(C1)C(=O)OC(C)(C)C)F tert-butyl 3-((5-bromo-3-fluoropyridin-2-yl)oxy)azetidine-1-carboxylate